tert-Butyl 3-(5-cyano-1-benzothiophen-3-yl)-5,6-dihydro-2H-pyridine-1-carboxylate C(#N)C=1C=CC2=C(C(=CS2)C=2CN(CCC2)C(=O)OC(C)(C)C)C1